2-(4-cyclopropyl-6-methoxy-pyrimidin-5-yl)-4-[[4-[1-methyl-4-(trifluoromethyl)imidazol-2-yl]phenyl]methoxy]-6-(trifluoromethyl)pyrimidine C1(CC1)C1=NC=NC(=C1C1=NC(=CC(=N1)OCC1=CC=C(C=C1)C=1N(C=C(N1)C(F)(F)F)C)C(F)(F)F)OC